N-(4-methyl-3-(4-(4-((tetrahydropyran-4-yl)methoxy)pyridin-3-yl)-1H-pyrazol-1-yl)phenyl)-2-(trifluoromethyl)isonicotinamide CC1=C(C=C(C=C1)NC(C1=CC(=NC=C1)C(F)(F)F)=O)N1N=CC(=C1)C=1C=NC=CC1OCC1CCOCC1